4'-mercaptobiphenyl-nitrile SC1=CC=C(C=C1)C=1C(=CC=CC1)C#N